N1=CC=CC2=CC3=CC=CN=C3N=C12 anthyridin